5-(5H-imidazo[5,1-a]isoindol-5-yl)-6,7-dihydrobenzo[d]thiazol-4(5H)-one C=1N=CN2C1C1=CC=CC=C1C2C2CCC1=C(N=CS1)C2=O